ClC=1C=CC(=C(C1)C1=C(NC=2C1=NC=CC2)C2=C(C=NC=C2F)OC[C@H]2N(CCC2)C(C=C)=O)F 1-{(2S)-2-[({4-[3-(5-chloro-2-fluorophenyl)-1H-pyrrolo[3,2-b]pyridin-2-yl]-5-fluoropyridin-3-yl}oxy)methyl]pyrrolidin-1-yl}prop-2-en-1-one